2-[4-(carboxymethyl)-2-[(1R)-2-[3-({[(2-ethylbutanoyl)oxy]methoxy}carbonyl)-2-hydroxyphenyl]-1-propanamidoethyl]-5-oxo-1,3,2-dioxaborolan-4-yl]acetic acid C(=O)(O)CC1(OB(OC1=O)[C@H](CC1=C(C(=CC=C1)C(=O)OCOC(C(CC)CC)=O)O)NC(CC)=O)CC(=O)O